O=C1NC2(CN(C2)C(=O)OC[C@@H]2C[C@@H](C2)OC2=C(C=C(C=C2)C(F)(F)F)F)CO1 (cis-3-(2-fluoro-4-(trifluoromethyl)phenoxy)cyclobutyl)methyl 6-oxo-7-oxa-2,5-diazaspiro[3.4]octane-2-carboxylate